1-hydroxy-1,2,3-propanetricarboxylic acid OC(C(CC(=O)O)C(=O)O)C(=O)O